ClC=1C(=NC=CC1)C(=O)N1CC(CC1)C1=C(C=O)C=C(C=C1)OC1=C(C=CC=C1)CC 2-(1-(3-chloropicolinoyl)pyrrolidin-3-yl)-5-(2-ethylphenoxy)benzaldehyde